N-(2-(4-methylpiperazin-1-yl)ethyl)-2-(pyrrolidin-1-yl)quinazolin-4-amine CN1CCN(CC1)CCNC1=NC(=NC2=CC=CC=C12)N1CCCC1